CN1C(C2=C(C(=C1)C1=C(OC3=CC=C(C=C3)CCC3CCN(CC3)C(=O)OC(C)(C)C)C=CC(=C1)S(=O)(=O)C)C=CN2)=O tert-butyl 4-[2-[4-[2-(6-methyl-7-oxo-1H-pyrrolo[2,3-c]pyridin-4-yl)-4-methylsulfonyl-phenoxy]phenyl]ethyl]piperidine-1-carboxylate